NC=1N=NC(=CC1N1C[C@H](N(CC1)CC(=O)NC)C)C1=C(C=CC=C1)O 2-[(2R)-4-[3-amino-6-(2-hydroxyphenyl)pyridazin-4-yl]-2-methyl-piperazin-1-yl]-N-methyl-acetamide